C1(CC1)C=1C=C(C=2N(C1)C=C(N2)CN(C(OC(C)(C)C)=O)C2=CC(=C(C=C2)S(=O)(=O)C)[N+](=O)[O-])N2C(N(C(C2)=O)C)=O tert-butyl ((6-cyclopropyl-8-(3-methyl-2,4-dioxoimidazolidin-1-yl)imidazo[1,2-a]pyridin-2-yl)methyl)(4-(methyl sulfonyl)-3-nitrophenyl)carbamate